2-(4-methylpiperazin-1-yl)-7-(4-piperidyl)-5H-pyrrolo[2,3-b]pyrazine CN1CCN(CC1)C=1N=C2C(=NC1)NC=C2C2CCNCC2